(S)-ethyl 8-(2-amino-6-((R)-1-(4'-chloro-3',5'-dimethyl-3-(3-methyl-1H-pyrazol-1-yl)-[1,1'-biphenyl]-4-yl)-2,2,2-trifluoroethoxy)pyrimidin-4-yl)-2,8-diazaspiro[4.5]decane-3-carboxylate NC1=NC(=CC(=N1)N1CCC2(C[C@H](NC2)C(=O)OCC)CC1)O[C@@H](C(F)(F)F)C1=C(C=C(C=C1)C1=CC(=C(C(=C1)C)Cl)C)N1N=C(C=C1)C